N1N=NC2=C1C=C(C=C2)SCC(=O)N2CCN(CC2)C(=O)OCC2=CC(=CC(=C2)C(F)(F)F)C(F)(F)F 3,5-bis(trifluoromethyl)benzyl 4-(2-((1H-benzo[d][1,2,3]triazol-6-yl)thio)acetyl)piperazine-1-carboxylate